3-amino-3-{[1-(butyryloxy)-3-methylbutan-2-yl]carbamoyl}propanoic acid NC(CC(=O)O)C(NC(COC(CCC)=O)C(C)C)=O